FC1=CC=C(C=C1)C=1N=NN(C1COC1=CC=C2C(=N1)CN(C2)C(CC)=O)C 1-(2-{[4-(4-fluorophenyl)-1-methyl-1H-1,2,3-triazol-5-yl]methoxy}-5,7-dihydro-6H-pyrrolo[3,4-b]pyridin-6-yl)propan-1-one